C(C)(C)OCC(=O)N1CCN(CC1)C1=CC(=NC=C1)NC=1SC2=NC(=CC=C2N1)C=1C=NNC1C 2-isopropoxy-1-(4-(2-((5-(5-methyl-1H-pyrazol-4-yl)thiazolo[5,4-b]pyridin-2-yl)amino)pyridin-4-yl)piperazin-1-yl)ethanone